C(C)(=O)NC=1N=C2N(N=C(C=C2)C=2C=NC(=C(C(=O)O)C2)C)C1 5-(2-acetamidoimidazo[1,2-b]pyridazin-6-yl)-2-methylnicotinic acid